methyl (N-methyl-N-{[(methylethyl)oxycarbonyl]methyl}carbamoyl)methyl (2E)-but-2-ene-1,4-dioate C(\C=C\C(=O)OCC(N(CC(=O)OC(C)C)C)=O)(=O)OC